C(C)OC(=O)C=1C=NC(=C(C1)C=C(F)F)C 5-(2,2-difluorovinyl)-6-methylpyridine-3-carboxylic acid ethyl ester